FC(CNC=1N=CC2=C(N1)NC=C2C2=CC=C1C(=N2)N(C(=N1)C)C(C)C)(C)F N-(2,2-difluoropropyl)-5-(3-isopropyl-2-methyl-3H-imidazo[4,5-b]pyridin-5-yl)-7H-pyrrolo[2,3-d]pyrimidin-2-amine